tetrafluoro-6-vinylbenzene FC1=C(C(=C(C(=C1)C=C)F)F)F